C(CCCCCCC)C1=CC=C2C=3C=CC(=CC3N(C2=C1)CCCCCCCC)C1(CC=C(C=C1)N)NC1=CC=CC=C1 1-(7,9-dioctyl-9H-carbazol-2-yl)-N1-phenylbenzene-1,4-diamine